BrC=1C(=NN(C1)C1=C(C=C(C=C1)N1[C@H](CN(CC1)C(=O)OC(C)(C)C)C)F)C1=CC=NC=C1 tert-butyl (3s)-4-{4-[4-bromo-3-(pyridin-4-yl)pyrazol-1-yl]-3-fluorophenyl}-3-methylpiperazine-1-carboxylate